2,2-bis(4-oxocyclohexyl)hexafluoropropane O=C1CCC(CC1)C(C(F)(F)F)(C(F)(F)F)C1CCC(CC1)=O